6-amino-N-(2,5-difluoro-4-((6-methoxy-7-(3-morpholinopropoxy)quinolin-4-yl)oxy)phenyl)-4-methoxypyridine-3-carboxamide NC1=CC(=C(C=N1)C(=O)NC1=C(C=C(C(=C1)F)OC1=CC=NC2=CC(=C(C=C12)OC)OCCCN1CCOCC1)F)OC